C1(CC1)NCCC 3-Cyclopropylaminopropan